trans-4-(trans-aminomethylcyclohexanecarbonyl)aminomethylcyclohexanecarboxylic acid hydrochloride Cl.NCC1(CCCCC1)C(=O)NC[C@@H]1CC[C@H](CC1)C(=O)O